[Br-].C[NH3+].[Pb+2].[Br-].[Br-] lead (II) methylammonium bromide